N-(4-(6-chlorobenzo[d]oxazol-2-yl)phenyl)-1,1,1-trifluoromethanesulfonamide ClC1=CC2=C(N=C(O2)C2=CC=C(C=C2)NS(=O)(=O)C(F)(F)F)C=C1